NC1=C2C(=NC=N1)N(N=C2C(=O)O)C(C)C 4-amino-1-isopropyl-1H-pyrazolo[3,4-d]pyrimidine-3-carboxylic acid